(3S)-1-[3-[5-[3-(Trifluoromethyl)-1-bicyclo[1.1.1]pentanyl]-1,2,4-oxadiazol-3-yl]azetidine-1-carbonyl]pyrrolidine-3-carboxamide FC(C12CC(C1)(C2)C2=NC(=NO2)C2CN(C2)C(=O)N2C[C@H](CC2)C(=O)N)(F)F